valine, magnesium salt [Mg+2].N[C@@H](C(C)C)C(=O)[O-].N[C@@H](C(C)C)C(=O)[O-]